tert-butyl ((R)-1-(((S)-1-((4-(N-((benzyloxy)carbonyl)carbamimidoyl)benzyl)amino)-3-(4-hydroxyphenyl)-1-oxopropan-2-yl)amino)-1-oxo-4-phenylbutan-2-yl)carbamate C(C1=CC=CC=C1)OC(=O)NC(=N)C1=CC=C(CNC([C@H](CC2=CC=C(C=C2)O)NC([C@@H](CCC2=CC=CC=C2)NC(OC(C)(C)C)=O)=O)=O)C=C1